Br\C(=C/C=O)\C1=CC=C(C=C1)Br (Z)-3-bromo-3-(p-bromophenyl)acrolein